3,5-dimethyl-4H-1,2,4-triazol-4-amine CC1=NN=C(N1N)C